CN1C(N(C(C2=C1N(C(C=C2OS(=O)(=O)C2=CC=C(C)C=C2)=O)C)=O)C)=O.OC(C(=O)C2=CC=C(C=C2)C(=C)C)(C)C 2-hydroxy-2-methyl-1-(4-isopropenyl-phenyl)propan-1-one 1,3,8-trimethyl-2,4,7-trioxo-1,2,3,4,7,8-hexahydropyrido[2,3-d]pyrimidine-5-yl-p-toluenesulfonate